(1R,9S)-11-(pyren-1-ylmethyl)-7,11-diazatricyclo[7.3.1.02,7]trideca-2,4-dien-6-one C1(=CC=C2C=CC3=CC=CC4=CC=C1C2=C34)CN3C[C@H]4CN2C(C=CC=C2[C@@H](C3)C4)=O